(R)-4-(4-chloro-5-(trifluoromethyl)pyridin-2-yl)-N-(1-(6-oxo-5-(trifluoromethyl)-1,6-dihydropyridin-3-yl)ethoxy)piperazine-1-carboxamide ClC1=CC(=NC=C1C(F)(F)F)N1CCN(CC1)C(=O)NO[C@H](C)C1=CNC(C(=C1)C(F)(F)F)=O